(R)-1-(2-methyl-4-(8-((3-methyl-4-((1-methyl-1H-benzo[d][1,2,3]triazol-5-yl)oxy)phenyl)amino)pyrimido[5,4-d]pyrimidin-2-yl)piperazin-1-yl)prop-2-en-1-one C[C@H]1N(CCN(C1)C=1N=CC2=C(N1)C(=NC=N2)NC2=CC(=C(C=C2)OC2=CC1=C(N(N=N1)C)C=C2)C)C(C=C)=O